NC=1C2=C(N=CN1)N(C=C2C=C)[C@H]2[C@@H]([C@@H]([C@H](C2)CNCCCNCCC2=CC=CC=C2)O)O (1R,2S,3R,5R)-3-{4-amino-5-ethenylpyrrolo[2,3-d]pyrimidin-7-yl}-5-[({3-[(2-phenylethyl)amino]propyl}amino)methyl]cyclopentane-1,2-diol